FC(C1=CC=CC(=N1)C(=O)N)(F)F 6-(trifluoromethyl)pyridin-2-carboxamide